(E)-3-[4-[(3E)-Hexa-1,3,5-trien-3-yl]oxyphenyl]-1-(2,4,6-trihydroxyphenyl)prop-2-en C=C/C(=C\C=C)/OC1=CC=C(C=C1)/C=C/CC1=C(C=C(C=C1O)O)O